ClC1=C(C(=CC=C1)C)NC(=O)C1=CN=C(S1)NC1=NC(=NC(=C1)N1CCC(CC1)CN1CCC(CC1)C=1C=C2CN(C(C2=CC1)=O)C1C(NC(CC1)=O)=O)C N-(2-chloro-6-methylphenyl)-2-((6-(4-((4-(2-(2,6-dioxopiperidin-3-yl)-1-oxoisoindolin-5-yl)piperidin-1-yl)methyl)piperidin-1-yl)-2-methylpyrimidin-4-yl)amino)thiazole-5-carboxamide